2-(3,6-dimethoxy-9H-carbazole-9-yl)ethyl-phosphonic acid COC=1C=CC=2N(C3=CC=C(C=C3C2C1)OC)CCP(O)(O)=O